BrC=1C=CC2=C(C(=NCCN2)C2=C(C=CC=C2F)F)C1Cl 7-bromo-6-chloro-5-(2,6-difluorophenyl)-1,3-dihydro-1,4-benzodiazepin